(3R,5R,8R,9R,10S,13S,14S,17S)-3,13-dimethyl-17-(3-(methyl-d3)oxetan-3-yl)-2,4,5,6,7,8,9,10,11,12,14,15,16,17-tetradecahydro-1H-cyclopenta[a]phenanthren-3-ol C[C@]1(CC[C@@H]2[C@H]3CC[C@@]4([C@H](CC[C@H]4[C@@H]3CC[C@@H]2C1)C1(COC1)C([2H])([2H])[2H])C)O